[C@H]12CC(C[C@H](CC1)N2)OC=2C=C(C(=O)N[C@H](C)C=1C=NC(=NC1)C(F)(F)F)C=C(C2)C=2SC(=CN2)C 3-[(1R,3R,5S)-8-azabicyclo[3.2.1]octan-3-yloxy]-5-(5-methyl-1,3-thiazol-2-yl)-N-[(1R)-1-[2-(trifluoromethyl)pyrimidin-5-yl]ethyl]benzamide